5-(4-chloro-1-isopropyl-1H-pyrazol-5-yl)-N-(4-(1-isopropyl-4-(trifluoromethyl)-1H-imidazol-2-yl)benzyl)-2-methyl-2H-pyrazolo[4,3-d]pyrimidin-7-amine ClC=1C=NN(C1C=1N=C(C=2C(N1)=CN(N2)C)NCC2=CC=C(C=C2)C=2N(C=C(N2)C(F)(F)F)C(C)C)C(C)C